1-(5-bromo-1-tosyl-1H-pyrrolo[2,3-b]pyridin-3-yl)ethan-1-one BrC=1C=C2C(=NC1)N(C=C2C(C)=O)S(=O)(=O)C2=CC=C(C)C=C2